FC1=C(C(=CC=C1)OC)C=1CC(OC1C(=O)OCC)(C(F)(F)F)C ethyl 4-(2-fluoro-6-methoxy-phenyl)-2-methyl-2-(trifluoromethyl)-3H-furan-5-carboxylate